C(C)(C)(C)OC(NC1(CCN(CC1)C=1N=C(C2=C(N1)NC=C2C2=C(C1=C(N(N=C1C=C2)C)Cl)Cl)C#N)C)=O (1-(5-(3,4-dichloro-2-methyl-2H-indazol-5-yl)-4-cyano-7H-pyrrolo[2,3-d]pyrimidin-2-yl)-4-methylpiperidin-4-yl)carbamic acid tert-butyl ester